C[C@@H]1N(CCC(C1)=O)C(=O)OC(C)(C)C tert-Butyl (S)-2-methyl-4-oxo-1-piperidinecarboxylate